1-vinyl-imidazole bromine salt [Br].C(=C)N1C=NC=C1